5-isopentyl-N-(pyridin-2-yl)picolinamide C(CC(C)C)C=1C=CC(=NC1)C(=O)NC1=NC=CC=C1